(R)-2,5-Dimethyl-2-(8-(prop-1-yn-1-yl)dibenzo[b,d]thiophen-2-yl)-2H-imidazol-4-amine C[C@]1(N=C(C(=N1)N)C)C1=CC2=C(SC3=C2C=C(C=C3)C#CC)C=C1